COC1(CCCCCC1)OC 1,1-dimethoxycycloheptane